BrC=1C(=C(CNC2C(NC(CC2)=O)=O)C(=CC1)Br)F 3-((3,6-Dibromo-2-fluorobenzyl)amino)piperidine-2,6-dione